FC=1C(=C(OC2=CC=NC=C2C(=O)N)C(=C(C1F)F)F)C(C(C(C(F)(F)F)(F)F)(F)F)(F)F 4-(perfluorobutylphenoxy)nicotinamide